methyl 5-(((tert-butoxycarbonyl)amino)methyl)thiophene-3-carbimidothioate C(C)(C)(C)OC(=O)NCC1=CC(=CS1)C(=N)SC